N-[4-[[2-amino-3-[(4-hydroxy-1-piperidyl)methyl]-4-pyridyl]oxy]-3-fluoro-phenyl]-1-(3-Fluoro-2-pyridyl)-5-(trifluoromethyl)pyrazole-4-carboxamide NC1=NC=CC(=C1CN1CCC(CC1)O)OC1=C(C=C(C=C1)NC(=O)C=1C=NN(C1C(F)(F)F)C1=NC=CC=C1F)F